CC=1C(=NC=CN1)C1=NN2C(N=CC=C2)=C1 (3-methylpyrazin-2-yl)pyrazolo[1,5-a]pyrimidin